CC(COCCO)CCCC Ethylene glycol mono-2-methylhexyl ether